COC1=CSC2=CC=3C=CC=NC3C=C21 3-methoxythieno[2,3-g]quinoline